[Cl-].C(CC)N1C(=NC=C1)C 1-propyl-2-methylimidazole chloride salt